2-((6-isopropylbenzo-[d]oxazol-2-yl)amino)-N-(2-methoxyethyl)-1-methyl-1H-benzo[d]-imidazole-5-carboxamide C(C)(C)C1=CC2=C(N=C(O2)NC2=NC3=C(N2C)C=CC(=C3)C(=O)NCCOC)C=C1